2-[6-(difluoromethoxy)pyridin-3-yl]-4-[2-(2,2,2-trifluoroethoxy)phenyl]-2,3-dihydro-1H-pyrrolo[3,4-c]pyridin-1-one FC(OC1=CC=C(C=N1)N1CC=2C(=NC=CC2C1=O)C1=C(C=CC=C1)OCC(F)(F)F)F